(7S)-2-(((1-(4-fluorobenzyl)-1H-pyrazol-4-yl)methyl)amino)-7-((R)-1-methoxyethyl)-5,8-dimethyl-7,8-dihydropteridin-6(5H)-one FC1=CC=C(CN2N=CC(=C2)CNC2=NC=3N([C@H](C(N(C3C=N2)C)=O)[C@@H](C)OC)C)C=C1